(3,4-dichlorophenyl)-benzyl alcohol ClC=1C=C(C=CC1Cl)C(C1=CC=CC=C1)O